allyl 3,9-diazaspiro[5.5]undecane-3-carboxylate hydrochloride Cl.C1CN(CCC12CCNCC2)C(=O)OCC=C